C1(CC1)C([C@@H](C(=O)NC1=NC=C(C=N1)C=1C(=NNC1C)C)NC(OC(C)(C)C)=O)C1CC1 tert-butyl N-[(1S)-1-(dicyclopropylmethyl)-2-[[5-(3,5-dimethyl-1H-pyrazol-4-yl)pyrimidin-2-yl]amino]-2-oxo-ethyl]carbamate